NCC1=CC=C(C=N1)N1C(=NC=2C1=NC(=CC2)C2=CC=CC=C2)C=2C(=NC=CC2)N 3-[3-[6-(aminomethyl)-3-pyridyl]-5-phenyl-imidazo[4,5-b]pyridin-2-yl]pyridin-2-amine